4-(dichloroacetyl)-1-oxaspiro[4.5]decane ClC(C(=O)C1CCOC12CCCCC2)Cl